CC1=C(C=CC(=C1)C)N[C@H]1C[C@H](N(C1)C(=O)C1=CC=C(C=C1)[C@@]1(C(NC(N1)=O)=O)C(C)C)CO (R)-5-{4-[(2S,4S)-4-(2,4-dimethylphenylamino)-2-hydroxymethylpyrrolidine-1-carbonyl]phenyl}-5-isopropylimidazolidine-2,4-dione